Cl.CN(C([C@H](N)C)=O)C N,N-dimethyl-D-alaninamide hydrochloride